C(C)(C)OC([C@H](CC1=CC=CC=C1)N(C)C(=O)N1C(N(C2=NC(=NC(=C12)N)NS(=O)(=O)CCC)CC1=CC=CC=C1)=O)=O (2S)-2-[[6-amino-9-benzyl-8-oxo-2-(propylsulfonylamino)purine-7-carbonyl]-methyl-amino]-3-phenyl-propionic acid isopropyl ester